(1-{2,6-difluoro-4-[4-(3-methoxy-propoxy)-pyrimidin-2-yl]-phenyl}-piperidin-4-yl)-acetic acid FC1=C(C(=CC(=C1)C1=NC=CC(=N1)OCCCOC)F)N1CCC(CC1)CC(=O)O